6-(4-Formylphenyl)-3-pyridinecarbaldehyde C(=O)C1=CC=C(C=C1)C1=CC=C(C=N1)C=O